ClC=1C=C(NC2(CCC3([C@H](CC4=CC=CC=C34)C[C@H](COC3=CC=NC=4[C@@H](CC[C@H](C34)C)C)C)CC2)C(=O)O)C=CC1 (1r,2'S,4S)-4-(3-chloroanilino)-2'-[(2R)-3-{[(5R,8R)-5,8-dimethyl-5,6,7,8-tetrahydroquinolin-4-yl]oxy}-2-methylpropyl]-2',3'-dihydrospiro[cyclohexane-1,1'-indene]-4-carboxylic acid